(5-(((Z)-7-((1R,2R,3R,5S)-3,5-Dihydroxy-2-((R)-3-hydroxy-5-phenylpentyl)cyclopentyl)hept-5-enoyl)oxy)-6-methylpyridine-3,4-diyl)bis(methylene) bis(hept-6-ynoate) C(CCCCC#C)(=O)OCC=1C=NC(=C(C1COC(CCCCC#C)=O)OC(CCC\C=C/C[C@@H]1[C@H]([C@@H](C[C@@H]1O)O)CC[C@H](CCC1=CC=CC=C1)O)=O)C